CON(C(=O)C=1C=C2N(C(C1)=O)C(=CS2)C)C N-methoxy-N,3-dimethyl-5-oxo-5H-thiazolo[3,2-a]pyridine-7-carboxamide